(R)-4-benzyl-3-pent-4-enoyl-oxazolidin-2-one tert-butyl-N-[(2S)-1-hydroxy-3-[(3S)-2-oxopyrrolidin-3-yl]propan-2-yl]carbamate C(C)(C)(C)OC(N[C@H](CO)C[C@H]1C(NCC1)=O)=O.C(C1=CC=CC=C1)[C@H]1N(C(OC1)=O)C(CCC=C)=O